butyl 4-[6-[(2-chloroacetyl)amino]-3-pyridyl]piperazine-1-carboxylate ClCC(=O)NC1=CC=C(C=N1)N1CCN(CC1)C(=O)OCCCC